C(=CCCCCCC)OC[C@@H](OC=CCCCCCC)COP(=O)(O)OCC[N+](C)(C)C 1,2-di-O-octenyl-sn-glycero-3-phosphorylcholine